OC1=C(C=C(C=C1C(C)(C)CC)C(C)(C)CC)N1N=C2C(=N1)C=CC(=C2)Cl 2-(2'-hydroxy-3',5'-di-tert-amyl-phenyl)-5-chlorobenzotriazole